CN(C1=CC=C(C=C1)N=NC1=C(C=C(C=C1)N=NC1=CC=C(C=C1)C1=CC(=C(C=C1)N=NC1=CC=C(C=C1)OCCCC)C)C)CCCCCCCC N-methyl-4-((2-methyl-4-((3'-methyl-4'-((4-(butyloxy)phenyl)diazenyl)-[1,1'-biphenyl]-4-yl)diazenyl)phenyl)diazenyl)-N-octyl-aniline